glycyl-L-Leucine NCC(=O)N[C@@H](CC(C)C)C(=O)O